O=C1NC(CCC1N1C(C=2C=C3C(=CC2C1=O)OCC1(C3)CCNCC1)=O)=O 7'-(2,6-Dioxopiperidin-3-yl)-2'H-spiro[piperidine-4,3'-pyrano[2,3-f]isoindole]-6',8'(4'H,7'H)-dione